NC=1NC(CN1)=O 2-amino-1,4-dihydroimidazol-5-one